3-(2-{9-Chloro-1H,2H,4H-pyrano[3,4-c]cinnolin-8-yl}ethynyl)-1-[(3S,5R)-5-(methoxymethyl)-1-(prop-2-enoyl)pyrrolidin-3-yl]-5-(methylamino)pyrazole-4-carboxamide ClC1=CC=2C3=C(N=NC2C=C1C#CC1=NN(C(=C1C(=O)N)NC)[C@@H]1CN([C@H](C1)COC)C(C=C)=O)COCC3